CC(C(=O)O)(C)ON=CC1=C(N(C2=CC=CC=C12)C)C1=CC=CC=C1 2-methyl-2-((((1-methyl-2-phenyl-1H-indol-3-yl)methylene)amino)oxy)propanoic acid